ClC=1C=C(C=C2C(=NNC(C12)=O)CN1C(C2=CC=CC=C2C1=O)=O)C1=C(N(N=C1)C)C1=C(C2=CC=CC=C2C=C1)C#N 2-[4-[8-chloro-4-[(1,3-dioxoisoindolin-2-yl)methyl]-1-oxo-2H-phthalazin-6-yl]-2-methyl-pyrazol-3-yl]naphthalene-1-carbonitrile